P1(=O)(OOC2=C(C(=C(C=C2)C(C)(C)C)CC=2C(=C(OO1)C=CC2C(C)(C)C)C(C)(C)C)C(C)(C)C)[O-].[Na+] sodium methylenebis(2,4-di-tert-butylphenoxy) phosphate